N-(4-((1-cyclopentyl-2-oxo-2,3-dihydro-1H-imidazo[4,5-b]pyridine-7-yl)oxy)-3-fluorophenyl)-5-ethyl-1-(pyrimidine-5-yl)-1H-pyrazole-4-carboxamide C1(CCCC1)N1C(NC2=NC=CC(=C21)OC2=C(C=C(C=C2)NC(=O)C=2C=NN(C2CC)C=2C=NC=NC2)F)=O